2-(3'-(7-chloro-5-(hydroxymethyl)benzo[d]oxazol-2-yl)-2,2'-dimethylbiphenyl-3-ylcarbamoyl)-1-methyl-6,7-dihydro-1H-imidazo[4,5-c]pyridine-5(4H)-carboxylic acid tert-butyl ester C(C)(C)(C)OC(=O)N1CC2=C(CC1)N(C(=N2)C(NC=2C(=C(C=CC2)C2=C(C(=CC=C2)C=2OC1=C(N2)C=C(C=C1Cl)CO)C)C)=O)C